CC(C(=C)C(=O)[O-])C(=O)[O-] The molecule is the dicarboxylate anion of 2-methylene-3-methylsuccinic acid; major species at pH 7.3. It is a conjugate base of a 2-methylene-3-methylsuccinic acid.